ClC1=C(C=C(C=C1)C1=CC(=CC=C1)\C=C\1/CC(CC2=C(C3=CC=C(C=C3N=C12)N1CCSCC1)C(=O)O)C)C(F)(F)F (E)-4-((4'-chloro-3'-(trifluoromethyl)-[1,1'-biphenyl]-3-yl)methylene)-2-methyl-6-thiomorpholino-1,2,3,4-tetrahydroacridine-9-carboxylic acid